5-chloro-3-(3-fluoro-4-hydroxybenzamido)-N-(2-morpholinoethyl)thiophene-2-carboxamide ClC1=CC(=C(S1)C(=O)NCCN1CCOCC1)NC(C1=CC(=C(C=C1)O)F)=O